COC1=CC2=C(N(N=C2C2=C1C=CC=C2)C2=CC=NC=C2)C 5-methoxy-3-methyl-2-(pyridin-4-yl)-2H-benzo[g]indazole